(3r,7r)-9-(1-(2-acetylpyrimidin-5-yl)ethyl)-2-(4-chloro-3-(trifluoromethyl)benzoyl)-3,7-dimethyl-1,2,3,4,8,9-hexahydropyrido[4',3':3,4]Pyrazolo[1,5-a]Pyrazine C(C)(=O)C1=NC=C(C=N1)C(C)N1C=C2N([C@@H](C1)C)NC1=C2CN([C@@H](C1)C)C(C1=CC(=C(C=C1)Cl)C(F)(F)F)=O